8-fluoro-1-methyl-3-(S)-(2-methyl-3-(4,4,5,5-tetramethyl-1,3,2-dioxaborolan-2-yl)phenyl)quinazoline-2,4(1H,3H)-dione FC=1C=CC=C2C(N(C(N(C12)C)=O)C1=C(C(=CC=C1)B1OC(C(O1)(C)C)(C)C)C)=O